C[C@]12CC[C@H]3[C@H]([C@@H]1CC[C@@H]2O)CC[C@H]4[C@@]3(C=CC(=O)C4)C The molecule is a 3-oxo Delta(1)-steroid with 5beta-configuration formed from 17beta-hydroxyandrosta-1,4-dien-3-one by reduction across the C4-C5 double bond. It has a role as a human xenobiotic metabolite. It is a 17beta-hydroxy steroid and a 3-oxo-Delta(1) steroid. It derives from a 5beta-androstane.